5-(2-(4-aminopiperidin-1-yl)ethoxy)-2-(2,6-dioxopiperidin-3-yl)isoindoline-1,3-dione formate salt C(=O)O.NC1CCN(CC1)CCOC=1C=C2C(N(C(C2=CC1)=O)C1C(NC(CC1)=O)=O)=O